4-oxo-pyrrolidine-3-carboxamide O=C1C(CNC1)C(=O)N